5-chloro-N-(3,5-difluoro-4-{5-fluoro-2-[(oxetan-3-yl)amino]quinazolin-6-yl}pyridin-2-yl)-2-methoxypyridine-3-sulfonamide ClC=1C=C(C(=NC1)OC)S(=O)(=O)NC1=NC=C(C(=C1F)C=1C(=C2C=NC(=NC2=CC1)NC1COC1)F)F